N-(1-methyl-1H-indazol-6-yl)propionamide CN1N=CC2=CC=C(C=C12)NC(CC)=O